(3-cyanophenyl)-nicotinamide C(#N)C=1C=C(C=CC1)C1=C(C(=O)N)C=CC=N1